(2S,3S,4R,5R)-5-[4-amino-5-(1-methyl-1H-pyrazol-3-yl)-7H-pyrrolo[2,3-d]pyrimidin-7-yl]-3,4-dihydroxy-N-[(3R)-1-methylpiperidin-3-yl]oxolane-2-carboxamide NC=1C2=C(N=CN1)N(C=C2C2=NN(C=C2)C)[C@H]2[C@@H]([C@@H]([C@H](O2)C(=O)N[C@H]2CN(CCC2)C)O)O